COC=1C(=NC=CC1)C1(CC1)C(=O)O 1-(3-methoxypyridin-2-yl)cyclopropane-1-carboxylic acid